6-amino-1,3-diethyluracil NC1=CC(N(C(N1CC)=O)CC)=O